(S)-7-(1-cyclopropylethoxy)-2-(1-methyl-2-oxabicyclo[2.1.1]hexan-4-yl)-N-(6-methylpyrazolo[1,5-a]pyrimidin-3-yl)imidazo[1,2-a]pyridine-6-carboxamide C1(CC1)[C@H](C)OC1=CC=2N(C=C1C(=O)NC=1C=NN3C1N=CC(=C3)C)C=C(N2)C23COC(C2)(C3)C